2-[[1-(3-chloropyridin-4-yl)piperidin-4-yl]methyl]-6-pyrazol-1-ylpyridazin-3-one ClC=1C=NC=CC1N1CCC(CC1)CN1N=C(C=CC1=O)N1N=CC=C1